[N+](=O)([O-])C1=C2CC(N(C2=CC=C1)C1C(NC(CC1)=O)=O)=O 3-(4-nitro-2-oxoindolin-1-yl)piperidine-2,6-dione